BrC1=CC=C2C(=CN=NC2=C1)N(C)CC1=C(C=C(C=C1)OC)OC 7-bromo-N-[(2,4-dimethoxyphenyl)methyl]-N-methylcinnolin-4-amine